COC1=C(C=C2C(=NC=NC2=C1)C=1C(=NN(C1)C)C1=CC=CC=C1)C1=NN(C=C1C(=O)N)C(F)(F)F (7-methoxy-4-(1-methyl-3-phenyl-1H-pyrazol-4-yl)quinazolin-6-yl)-1-(trifluoromethyl)-1H-pyrazole-4-carboxamide